4-[[[1-[2-methoxy-4-(trifluoromethyl)phenyl]pyrido[3,4-d]pyridazin-4-yl]amino]methyl]tetrahydropyran-4-ol COC1=C(C=CC(=C1)C(F)(F)F)C1=C2C(=C(N=N1)NCC1(CCOCC1)O)C=NC=C2